N-(4-{[3-(3-cyanopropyl)-1H-pyrrolo[2,3-b]pyridin-4-yl]oxy}-3,5-difluorophenyl)-N'-[(3-methyloxetan-3-yl)methyl]urea C(#N)CCCC1=CNC2=NC=CC(=C21)OC2=C(C=C(C=C2F)NC(=O)NCC2(COC2)C)F